N1C=C(CC1)C(=O)N 4,5-dihydro-1H-pyrrole-3-carboxamide